O1[C@H](COC2=C1C=CC=C2)C2=CC=C(CN1CC3(CCCN3C(=O)N)CC1)C=C2 7-{4-[(2S)-2,3-dihydro-1,4-benzodioxin-2-yl]benzyl}-1,7-diazaspiro[4.4]nonane-1-carboxamide